ClCCCCCC(=O)NC1=CC=C(C=C1)C=1SC=C(N1)C(=O)N[C@@H](CO)C(=O)[O-] (2-(4-(6-chlorohexanamido)phenyl)thiazole-4-carbonyl)-Z-serinate